(4-((2S,5R)-4-(tert-butoxycarbonyl)-2-methyl-5-(methyl-d3)piperazin-1-yl)-5-(2-fluorophenyl)-5H-pyrrolo[3,2-d]pyrimidin-7-yl)boronic acid C(C)(C)(C)OC(=O)N1C[C@@H](N(C[C@H]1C([2H])([2H])[2H])C=1C2=C(N=CN1)C(=CN2C2=C(C=CC=C2)F)B(O)O)C